5-Chloro-4-hydroxy-1-methyl-2-oxo-N-phenyl-N-vinyl-1,2-dihydroquinoline-3-carboxamide ClC1=C2C(=C(C(N(C2=CC=C1)C)=O)C(=O)N(C=C)C1=CC=CC=C1)O